C(C)(C)(C)OC(N[C@H](C(=O)NC1=CC=C(C=C1)C1=CC(=C(C=C1)Cl)Cl)CC)=O (S)-tert-butyl(1-((3',4'-dichloro-[1,1'-biphenyl]-4-yl)amino)-1-oxobutan-2-yl)carbamate